(E)-2-(4-ethylbenzylidene)-3,4-dihydronaphthalen-1(2H)-one C(C)C1=CC=C(\C=C/2\C(C3=CC=CC=C3CC2)=O)C=C1